3-(6-isopropoxy-9H-purin-9-yl)-N-hydroxypropionamide C(C)(C)OC1=C2N=CN(C2=NC=N1)CCC(=O)NO